N[C@@H]1CN(CC1)C1=C(C=NC(=C1C1=CC(=CC(=C1)F)Cl)C)C(=O)N[C@H](C(F)(F)F)C 4-[(3S)-3-aminopyrrolidin-1-yl]-5-(3-chloro-5-fluorophenyl)-6-methyl-N-[(2S)-1,1,1-trifluoropropan-2-yl]pyridine-3-carboxamide